N-(6-fluoropyridin-2-yl)-4-methylpyridine-2-sulfonamide trifluoroacetate salt FC(C(=O)O)(F)F.FC1=CC=CC(=N1)NS(=O)(=O)C1=NC=CC(=C1)C